3-(3-chloro-4-hydroxybenzamido)-N-ethylthiophene-2-carboxamide ClC=1C=C(C(=O)NC2=C(SC=C2)C(=O)NCC)C=CC1O